2-(((1s,4s)-4-((5-(1-(2,2-difluoroethyl)-2-methyl-1H-imidazo[4,5-b]pyridin-6-yl)-7H-pyrrolo[2,3-d]pyrimidin-2-yl)amino)cyclohexyl)oxy)ethan-1-ol FC(CN1C(=NC2=NC=C(C=C21)C2=CNC=1N=C(N=CC12)NC1CCC(CC1)OCCO)C)F